3-hydroxynaphthalen-2-yl trifluoromethanesulfonate FC(S(=O)(=O)OC1=CC2=CC=CC=C2C=C1O)(F)F